BrC1=C(C=CC=C1)C1(CC(N(C1)C(=O)OC(C)(C)C)C(=O)OC)C(=O)OC 1-(t-butyl) 2,4-dimethyl 4-(2-bromophenyl)pyrrolidine-1,2,4-tricarboxylate